N[C@H]1C[C@H](CCC1)C1=NC2=C(N1CCOC(C)=O)C=CC(=C2)[N+](=O)[O-].C2(=CC=CC=C2)N2C(=NC1=C2C=CC=C1)C1=CC(=CC(=C1)C1=NC2=C(N1C1=CC=CC=C1)C=CC=C2)C2=NC1=C(N2C2=CC=CC=C2)C=CC=C1 1,3,5-tris(N-phenylbenzimidazole-2-yl)benzene 2-(2-((1S,3R)-3-aminocyclohexyl)-5-nitro-1H-benzo[d]imidazol-1-yl)ethyl-acetate